CN1[C@H]2[C@@](CCC1)(CCC2)COC=2N=C(C1=C(N2)C(=C(N=C1)C1=CC(=CC2=CC=CC(=C12)Cl)O)F)N1CCOCCC1 4-(2-{[(4as,7ar)-1-methyl-octahydro-1H-cyclopenta[b]pyridin-4a-yl]methoxy}-8-fluoro-4-(1,4-oxazepan-4-yl)pyrido[4,3-d]pyrimidin-7-yl)-5-chloronaphthalene-2-ol